di(2,4-di-(t-butyl)phenyl)pentaerythritol diphosphite OP(O)OP(O)O.C(C)(C)(C)C1=C(C=CC(=C1)C(C)(C)C)C(O)(C(CO)(CO)CO)C1=C(C=C(C=C1)C(C)(C)C)C(C)(C)C